(2-bromo-4-chloro-6-nitrophenyl)ethylamine BrC1=C(C(=CC(=C1)Cl)[N+](=O)[O-])CCN